5,7-dichloro-6-(2-chloroethoxy)-2-methyl-3,4-dihydroisoquinoline ClC1=C2CCN(CC2=CC(=C1OCCCl)Cl)C